FC1(OC2=C(O1)C=CC(=C2)[C@H](C)OC=2C=C(C=NC2F)N2N=C(C=1CCC[C@@H](C21)OC2CCC(CC2)C(=O)O)C(F)(F)F)F 4-[[(7S)-1-[5-[(1S)-1-(2,2-difluoro-1,3-benzodioxol-5-yl)ethoxy]-6-fluoro-3-pyridinyl]-3-(trifluoromethyl)-4,5,6,7-tetrahydroindazol-7-yl]oxy]cyclohexanecarboxylic acid